[1-[[(1R,2R)-2-[(6-fluoro-2-methyl-chroman-4-yl)carbamoyl]cyclopropyl]methyl]-4,4-dimethyl-6-oxo-hexahydropyrimidin-2-ylidene]ammonium FC=1C=C2C(CC(OC2=CC1)C)NC(=O)[C@H]1[C@@H](C1)CN1C(NC(CC1=O)(C)C)=[NH2+]